COC(C=C)=O Methyl-acrylat